ClC=1C=C(C=CC1F)NC(N(CC1=CNC(C2=CC=CC=C12)=O)CC)=O (R)-3-(3-chloro-4-fluorophenyl)-1-ethyl-1-((1-oxo-1,2-dihydroisoquinolin-4-yl)methyl)urea